O=C1NC(C2=C(N1)N=CC(=C2)C(=O)N)=O 2,4-dioxo-pyrido[2,3-d]pyrimidine-6-carboxamide